C(=S)(SC(C(=O)O)(C)C)SC(C(=O)O)(C)C 2,2'-[carbonothioylbis(thio)]bis[2-methylpropionic acid]